5'-fluoro-3'H-spiro[cyclohexane-1,1'-isobenzofuran]-4-one FC=1C=C2COC3(C2=CC1)CCC(CC3)=O